2-bromo-1-(tetrahydro-2H-pyran-4-yl)-ethan-1-one BrCC(=O)C1CCOCC1